(E)-3-(2-fluoro-4-(5-(((1S,2R,3R,5R)-2-fluoro-1,5-dimethyl-8-azabicyclo[3.2.1]octan-3-yl)(methyl)amino)pyrazin-2-yl)-5-hydroxyphenyl)-N-methylacrylamide FC1=C(C=C(C(=C1)C1=NC=C(N=C1)N(C)[C@H]1[C@H]([C@@]2(CC[C@](C1)(N2)C)C)F)O)/C=C/C(=O)NC